(R)-N-ethyl-3-((R)-((2-(6-methylpyridin-3-yl)ethyl)amino)(phenyl)methyl)-1,2,3,4-tetrahydropyrido[2,3-b]pyrazine-7-carboxamide C(C)NC(=O)C1=CC2=C(N[C@H](CN2)[C@@H](C2=CC=CC=C2)NCCC=2C=NC(=CC2)C)N=C1